ClC=1C(=CC=2N(N1)C=NC(C2C2=C(C=CC=C2Cl)Cl)=O)C2=CC=NC=C2 2-chloro-5-(2,6-dichlorophenyl)-3-(pyridin-4-yl)-6H-pyrimido[1,6-b]pyridazin-6-one